C1(=CC=CC=C1)C1=NN=C(N1)C1=CC=CC=C1 3,5-Diphenyl-4H-1,2,4-triazole